N-(4-((cyclopropylmethyl)(phenyl)amino)cyclohexyl)pyrazolo[1,5-a]pyrimidine-3-carboxamide C1(CC1)CN(C1CCC(CC1)NC(=O)C=1C=NN2C1N=CC=C2)C2=CC=CC=C2